4-(4-(benzo[d]thiazol-2-ylcarbamoyl)benzyl)-N-(p-tolyl)piperazine-1-carboxamide S1C(=NC2=C1C=CC=C2)NC(=O)C2=CC=C(CN1CCN(CC1)C(=O)NC1=CC=C(C=C1)C)C=C2